OCC1N(CCCC1)C(=O)OC(C)(C)C tert-Butyl 2-(hydroxymethyl)-1-piperidinecarboxylate